tert-butyl 4-((4-(2-allyl-6-(methylthio)-3-oxo-2,3-dihydro-1H-pyrazolo[3,4-d]pyrimidin-1-yl)pyrimidin-2-yl)oxy)piperidine-1-carboxylate C(C=C)N1N(C2=NC(=NC=C2C1=O)SC)C1=NC(=NC=C1)OC1CCN(CC1)C(=O)OC(C)(C)C